CC(CC=O)NC(=O)C=1SC2=C(C1)C=CC=C2 N-(1-METHYL-3-OXOPROPYL)-1-BENZOTHIOPHENE-2-CARBOXAMIDE